4-(difluoromethoxy)-1-methyl-3-(1,1,2,2,2-pentafluoroethyl)-5-[4-(4,4,5,5-tetramethyl-1,3,2-dioxaborolan-2-yl)pyrazol-1-yl]pyrazole FC(OC=1C(=NN(C1N1N=CC(=C1)B1OC(C(O1)(C)C)(C)C)C)C(C(F)(F)F)(F)F)F